6,7-difluoro-5-[4-fluoro-3-[4-[4-methyl-8-[(E)-2-methylsulfonylvinyl]chroman-4-yl]-1H-imidazol-2-yl]phenoxy]-4-methylsulfonyl-1H-indole FC1=C(C(=C2C=CNC2=C1F)S(=O)(=O)C)OC1=CC(=C(C=C1)F)C=1NC=C(N1)C1(CCOC2=C(C=CC=C12)\C=C\S(=O)(=O)C)C